5-AMINO-2-CHLORO-PYRIDINE-3-CARBALDEHYDE NC=1C=C(C(=NC1)Cl)C=O